NC(C(=O)OC)C methyl aminopropionate